Methyl 4-[3-(4-cyanophenyl)-3-oxoprop-1-enyl]-2-hydroxybenzoate C(#N)C1=CC=C(C=C1)C(C=CC1=CC(=C(C(=O)OC)C=C1)O)=O